(2S,4R)-4-(2-((1R,3R)-3-((2S,3S)-N,3-dimethyl-2-((R)-1-methylpiperidine-2-carboxamido)pentanamido)-4-methyl-1-propoxypentyl)thiazole-4-carboxamido)-2-methyl-5-phenylpentanoic acid CN(C([C@H]([C@H](CC)C)NC(=O)[C@@H]1N(CCCC1)C)=O)[C@H](C[C@@H](OCCC)C=1SC=C(N1)C(=O)N[C@H](C[C@@H](C(=O)O)C)CC1=CC=CC=C1)C(C)C